C(CCCCCCC\C=C/CCCCCCCC)OC(COC(CCCCCCCCCCCCCCCCC)=O)COCCCCCCCC\C=C/CCCCCCCC 2,3-dioleyl-1-stearoylglycerol